C[C@@H]1N(C2=CC(=CC=C2[C@@H](C1)NC1=CC=C(C=C1)[N+](=O)[O-])/C=C/CNC(OC(C)(C)C)=O)C(CC)=O |o1:1,9| tert-butyl ((E)-3-((2S*,4R*)-2-methyl-4-((4-nitrophenyl)amino)-1-propionyl-1,2,3,4-tetrahydroquinolin-7-yl)allyl)carbamate